6-(3-Methyl-1-(4-methyl-4H-1,2,4-triazol-3-yl)cyclobutyl)isoindolin-1-one CC1CC(C1)(C1=NN=CN1C)C1=CC=C2CNC(C2=C1)=O